ClC1=NC=CC2=C1C(=CN2C)I 4-Chloro-3-iodo-1-methyl-1H-pyrrolo[3,2-c]pyridine